C(C1=CC=CC=C1)N1C[C@H]2CC[C@@H](C1)C2NC=2C(=CC(=NC2)S(=O)(=O)N(C=2N=CSC2)CC2=CC=C(C=C2)OC)C 5-(((1R,5S,8r)-3-benzyl-3-azabicyclo[3.2.1]oct-8-yl)amino)-N-(4-methoxybenzyl)-4-methyl-N-(thiazol-4-yl)pyridine-2-sulfonamide